COC(C(Cl)OC)Cl 1,2-dimethoxy-1,2-dichloroethane